CC=1C=C2CCC(C2=C(C1)C)=O 5,7-dimethyl-2,3-dihydro-1H-inden-1-one